2-(3,8-diazabicyclo[3.2.1]octan-3-yl)-4,7-di(thiazol-2-yl)benzo[d]oxazole C12CN(CC(CC1)N2)C=2OC1=C(N2)C(=CC=C1C=1SC=CN1)C=1SC=CN1